[F-].C(C)(C)(C)PC(C)(C)C.C(C)(C)(C)PC(C)(C)C.C(C)(C)(C)PC(C)(C)C.[Pd+2].[F-] Palladium tris(di-t-butylphosphine) fluoride